C(C)N1CCN(CC1)C1=CC=C(C=C1)NC1=NC(=NC=2C=NNC(C21)=O)C2=CC=CC=C2 4-(4-(4-ethylpiperazin-1-yl)phenylamino)-2-phenylpyrimidino[4,5-d]pyridazin-5(6H)-one